FC(CNCCCC1(C(N)C=CC=C1)C)(C)F 2-(((2,2-difluoropropyl)amino)propyl)-2-methylaniline